C(C)N1C=C(C(C2=CC(=C(C(=C12)F)N1CC(N(CC1)C(C)=O)C)F)=O)C(C=CC1=CC=C(C=C1)F)=O 1-ethyl-6,8-difluoro-7-(3-methyl-4-acetylpiperazin-1-yl)-3-(4-fluoro-cinnamoyl)-quinolin-4(1H)-one